ClC1=C(C=CC=C1)[C@H](C(=O)N1CC2=NN(C=C2C1)S(=O)(=O)C1=NN(C=C1C)CC(F)(F)F)CO (2S)-2-(2-chlorophenyl)-3-hydroxy-1-{2-[4-methyl-1-(2,2,2-trifluoroethyl)pyrazol-3-ylsulfonyl]-4H,6H-pyrrolo[3,4-c]pyrazol-5-yl}propan-1-one